6-bromo-1-(imidazo[1,2-a]pyridin-6-ylmethyl)-1H-[1,2,3]triazolo[4,5-b]pyrazine BrC1=CN=C2C(=N1)N(N=N2)CC=2C=CC=1N(C2)C=CN1